BrC=1C=C2C(=CC=NC2=C(C1)OC)O 6-Bromo-8-methoxyquinolin-4-oL